N-(2-((2-(dimethylamino)ethyl)(methyl)amino)-5-((4-(1-(3-formyl-2-hydroxybenzyl)-1H-indol-3-yl)pyrimidin-2-yl)amino)-4-methoxyphenyl)acetamide CN(CCN(C1=C(C=C(C(=C1)OC)NC1=NC=CC(=N1)C1=CN(C2=CC=CC=C12)CC1=C(C(=CC=C1)C=O)O)NC(C)=O)C)C